(S)-3-hydroxy-4-methylenepyrrolidine-1-carboxylic acid tert-butyl ester C(C)(C)(C)OC(=O)N1C[C@H](C(C1)=C)O